methyl 5-(2-{[(4R)-5-[(5-bromo-2-nitrophenyl) amino]-4-methylpentyl] oxy} phenyl)-1-methyl-6-oxopyridine-3-carboxylate BrC=1C=CC(=C(C1)NC[C@@H](CCCOC1=C(C=CC=C1)C1=CC(=CN(C1=O)C)C(=O)OC)C)[N+](=O)[O-]